(8-((3-((1s,3s)-3-(cyanomethyl)-1-(4-methyl-4H-1,2,4-triazol-3-yl) cyclobutyl) phenyl) carbamoyl)-3-fluoroimidazo[1,2-a]pyridin-6-yl) methanesulfonate CS(=O)(=O)OC=1C=C(C=2N(C1)C(=CN2)F)C(NC2=CC(=CC=C2)C2(CC(C2)CC#N)C2=NN=CN2C)=O